1,6-Diaminohexane lead iodide [Pb](I)I.NCCCCCCN